[1,4]Dioxan-6-yl-chroman-4-one O1CCOCC1C1OC2=CC=CC=C2C(C1)=O